COC(CC1(CC[C@H](N1C(=O)OC(C)(C)C)C(=O)OCC)C)=O 1-(tert-butyl) 2-ethyl (2S)-5-(2-methoxy-2-oxoethyl)-5-methylpyrrolidine-1,2-dicarboxylate